CN(C1=CC=C(C=C1)C(=O)C1=CC=C(C=C1)N(C)C)C Bis(4-dimethylaminophenyl)keton